S1C(=NC2=C1C=CC=C2)OC=2C=C(C=O)C=CC2 3-(benzo[d]thiazol-2-yloxy)benzaldehyde